FC(OC1=C(C=C(C=C1)SC)C1=NN(C=C1NC(=O)C=1C=NN2C1N=CC=C2)CC(=O)N2CCC(CC2)CN2CCN(CC2)C(=O)OC)F methyl 4-[[1-[2-[3-[2-(difluoromethoxy)-5-methylsulfanyl-phenyl]-4-(pyrazolo[1,5-a]pyrimidine-3-carbonylamino)pyrazol-1-yl]acetyl]-4-piperidyl]methyl]piperazine-1-carboxylate